4-BUTOXY-3-CHLOROPHENYLBORONIC ACID C(CCC)OC1=C(C=C(C=C1)B(O)O)Cl